N1CCC(CC1)CC1CCN(CC1)C1=CC=C(C=N1)C1CNCCC1 3-(6-(4-(piperidin-4-ylmethyl)piperidin-1-yl)pyridin-3-yl)piperidine